N-(2,2-difluoroethyl)-5-(5-(2,4-dimethylpyridin-3-yl)-1H-pyrrolo[2,3-b]pyridin-3-yl)pyrazolo[1,5-a]pyridine-3-carboxamide FC(CNC(=O)C=1C=NN2C1C=C(C=C2)C2=CNC1=NC=C(C=C12)C=1C(=NC=CC1C)C)F